4-fluoro-3-methylbenzene-1-sulfonyl chloride FC1=C(C=C(C=C1)S(=O)(=O)Cl)C